ClC=1C(=C(C=CC1)NC=1C2=C(N=CN1)C=CC(=N2)N2CC1(CNC1)CC2)F N-(3-chloro-2-fluoro-phenyl)-6-(2,6-diazaspiro[3.4]octan-6-yl)pyrido[3,2-d]pyrimidin-4-amine